BrC1=C(C=CC(=C1C(=O)C1CC1)F)S(=O)(=O)N(C)C 2-bromo-3-(cyclopropanecarbonyl)-4-fluoro-N,N-dimethyl-benzenesulfonamide